1-[4-[[5-[2-(3-chloroanilino)pyrimidin-5-yl]-3-pyridyl]amino]-1-piperidyl]prop-2-en-1-one ClC=1C=C(NC2=NC=C(C=N2)C=2C=C(C=NC2)NC2CCN(CC2)C(C=C)=O)C=CC1